1-(5-tert-butyl-2H-pyrazol-3-yl)-3-(4-{5-[2-(2-{3-[2-(2,6-dioxopiperidin-3-yl)-1-oxo-2,3-dihydro-1H-isoindol-4-yl]-prop-2-ynyloxy}-ethoxy)-ethoxy]-benzimidazol-1-yl}-phenyl)-urea C(C)(C)(C)C=1C=C(NN1)NC(=O)NC1=CC=C(C=C1)N1C=NC2=C1C=CC(=C2)OCCOCCOCC#CC2=C1CN(C(C1=CC=C2)=O)C2C(NC(CC2)=O)=O